9-(4,4,5,5-tetramethyl-1,3,2-dioxaborolan-2-yl)-3,4-dihydro-2H-[1,3]oxazino[3,2-b]indazole CC1(OB(OC1(C)C)C1=CC2=C3N(N=C2C=C1)CCCO3)C